methyl (2S)-2-[[(2S,4S)-1-[(E)-3-(4-chloro-2-fluoro-phenyl)prop-2-enoyl]-4-phenyl-pyrrolidine-2-carbonyl]amino]-3-[(3S)-2-oxopyrrolidin-3-yl]propanoate ClC1=CC(=C(C=C1)/C=C/C(=O)N1[C@@H](C[C@H](C1)C1=CC=CC=C1)C(=O)N[C@H](C(=O)OC)C[C@H]1C(NCC1)=O)F